diacetylene diacetate C(C)(=O)O.C(C)(=O)O.C#C.C#C